BrC1=C(C(=C(C=C1)NC=1C2=C(N=CN1)C=CC(=N2)N2CC1(CCN1)C2)F)Cl N-(4-bromo-3-chloro-2-fluoro-phenyl)-6-(1,6-diazaspiro[3.3]heptan-6-yl)pyrido[3,2-d]pyrimidin-4-amine